C(C)(C)(C)OC(=O)C1=C2C(=C(NC2=CC=C1)C)C(=O)C=1OC=CC1 tert-butoxycarbonyl-3-(furan-2-carbonyl)-2-methylindole